CC(C(CC=O)=O)C 4-methyl-3-oxovaleraldehyde